C(C)OC(=O)C=1C2=C(SC1N)CC(CC2)(C2=CC=CC=C2)CCC#C.FC2=C(C(=CC(=C2F)C)OC)[Si](C)(C)C (2,3-difluoro-6-methoxy-4-methylphenyl)trimethylsilane Ethyl-2-amino-6-(but-3-yn-1-yl)-6-phenyl-4,5,6,7-tetrahydrobenzo[b]thiophene-3-carboxylate